triisopropyloxy-2-(2-butoxyethoxy)ethoxytitanium C(C)(C)O[Ti](OCCOCCOCCCC)(OC(C)C)OC(C)C